methyl 7-amino-4-(benzyloxy)-1-(4-chlorophenyl)-1H-pyrazolo[3,4-c]pyridine-5-carboxylate NC=1N=C(C(=C2C1N(N=C2)C2=CC=C(C=C2)Cl)OCC2=CC=CC=C2)C(=O)OC